5-{4-[cis-4-(4-fluoro-1H-indol-1-yl)cyclohexyl]piperazin-1-yl}pyridazine-3-carbonyl azide FC1=C2C=CN(C2=CC=C1)[C@H]1CC[C@H](CC1)N1CCN(CC1)C=1C=C(N=NC1)C(=O)N=[N+]=[N-]